1-tetradecanoyl-2-(11Z,14Z-octadecadienoyl)-sn-glycero-3-phosphocholine CCCCCCCCCCCCCC(=O)OC[C@H](COP(=O)([O-])OCC[N+](C)(C)C)OC(=O)CCCCCCCCC/C=C\C/C=C\CCC